CN1N=C(C=C1S(=O)(=O)N1CC2(C1)OC[C@@H](C2)N2CCOCC2)C(F)(F)F (R)-2-((1-methyl-3-(trifluoromethyl)-1H-pyrazol-5-yl)sulfonyl)-7-morpholino-5-oxa-2-azaspiro[3.4]octane